N-(1-(4H-chromeno[3,4-d]thiazol-7-yl)ethyl)-2-methylpropane-2-sulfenamide S1C=NC2=C1C=1C=CC(=CC1OC2)C(C)NSC(C)(C)C